OC1(COC1)C#CC=1C=CC2=C(N(C([C@H](CC2)NC(C2=NC=CC(=C2)OC2=CC=CC=C2)=O)=O)C)N1 (S)-N-(2-((3-Hydroxyoxetan-3-yl)ethynyl)-9-methyl-8-oxo-6,7,8,9-tetrahydro-5H-pyrido[2,3-b]azepin-7-yl)-4-phenoxypicolinamide